C(C)OC1=NC=CC(=N1)C1=CC=2C=NC(=CC2N1)NC(C1=CC(=C(C=C1)OC)OC)=O N-(2-(2-ethoxypyrimidin-4-yl)-1H-pyrrolo[3,2-c]pyridin-6-yl)-3,4-dimethoxybenzamide